((4-fluorophenyl)thio)-6-nitroquinoline FC1=CC=C(C=C1)SC1=NC2=CC=C(C=C2C=C1)[N+](=O)[O-]